2-(1,5-dimethyl-1H-pyrazol-4-yl)pyrazolo[5,1-b]Thiazole-7-carboxamide CN1N=CC(=C1C)C1=CN2C(S1)=C(C=N2)C(=O)N